ClC1=CC=C(C=C1)C1=NN(CCC1C=1SC=CC1)C([N+]1=CC=C(C=C1)N(C)C)=NS(=O)(=O)C1=CC=C(C=C1)C(F)(F)F 1-((3-(4-chlorophenyl)-4-(thiophen-2-yl)-5,6-dihydropyridazine-1(4H)-yl)(((4-(trifluoromethyl)phenyl)sulfonyl)imino)methyl)-4-(dimethylamino)pyridin-1-ium